disodium 3,3'-(phenazine-2,3-diylbis(oxy))bis(propane-1-sulfonate) C1=C(C(=CC2=NC3=CC=CC=C3N=C12)OCCCS(=O)(=O)[O-])OCCCS(=O)(=O)[O-].[Na+].[Na+]